NC(CCN(NC([C@H](CC1CCCCC1)NC([C@H]([C@@H](C)OC(C)(C)C)NC(OCC1=CC=CC=C1)=O)=O)=O)C(CCl)=O)=O benzyl ((2S,3R)-1-(((S)-1-(2-(3-amino-3-oxopropyl)-2-(2-chloroacetyl)hydrazineyl)-3-cyclohexyl-1-oxopropan-2-yl)amino)-3-(tert-butoxy)-1-oxobutan-2-yl)carbamate